methyl 4-hydroxy-1-(chloromethyl)-7-phenoxyisoquinoline-3-carboxylate OC1=C(N=C(C2=CC(=CC=C12)OC1=CC=CC=C1)CCl)C(=O)OC